5-fluoro-7-((1-(1-(1-(4-nitrophenyl)piperidin-4-yl)azetidin-3-yl)piperidin-4-yl)methoxy)-2-(((tetrahydro-2H-pyran-4-yl)thio)methyl)quinazolin-4(3H)-one FC1=C2C(NC(=NC2=CC(=C1)OCC1CCN(CC1)C1CN(C1)C1CCN(CC1)C1=CC=C(C=C1)[N+](=O)[O-])CSC1CCOCC1)=O